4-(((tert-Butyldimethylsilyl)oxy)methyl)-3,6-difluoro-2-methoxybenzonitrile [Si](C)(C)(C(C)(C)C)OCC1=C(C(=C(C#N)C(=C1)F)OC)F